NC1CCC2=C(N(C=C21)C)C(=O)NC2=CC(=C(C=C2)F)C(F)F 4-amino-N-(4-fluoro-3-(difluoromethyl)phenyl)-2-methyl-2,4,5,6-tetrahydrocyclopenta[c]pyrrole-1-carboxamide